Ethyl (R)-4-(4-((4'-chloro-[1,1'-biphenyl]-2-yl)(methoxy)methyl)piperidin-1-yl)benzoate ClC1=CC=C(C=C1)C1=C(C=CC=C1)[C@@H](C1CCN(CC1)C1=CC=C(C(=O)OCC)C=C1)OC